3-benzoyl-quinoxaline tert-Butyl-((1r,4r)-4-(6-methoxy-5-(pyrazolo[1,5-c]pyrimidin-3-ylcarbamoyl)-2H-indazol-2-yl)cyclohexyl)(methyl)carbamate C(C)(C)(C)OC(N(C)C1CCC(CC1)N1N=C2C=C(C(=CC2=C1)C(NC=1C=NN2C=NC=CC21)=O)OC)=O.C(C2=CC=CC=C2)(=O)C=2C=NC1=CC=CC=C1N2